BrC1=CC2=C(C(=N1)OC=1C=CC(=C(C(=O)N)C1)C)N(C=N2)C2CC2 5-((6-bromo-3-cyclopropyl-3H-imidazo[4,5-c]pyridin-4-yl)oxy)-2-methylbenzamide